C(C)C1CN(CCN1)C1=CC=C(N=N1)C1=NC=C(C=C1O)C1=CC2=CN(N=C2C(=C1)F)C 2-[6-(3-ethylpiperazin-1-yl)pyridazin-3-yl]-5-(7-fluoro-2-methyl-2H-indazol-5-yl)pyridin-3-ol